FC=1C=NC(=NC1)C1C(CC1)C=1NC(C2=C(N1)N(N=C2C#N)C(C)C2CCOCC2)=O 6-(2-(5-fluoropyrimidin-2-yl)cyclobutyl)-4-oxo-1-(1-(tetrahydro-2H-pyran-4-yl)ethyl)-4,5-dihydro-1H-pyrazolo[3,4-d]pyrimidine-3-carbonitrile